4-[1-(3-fluoro-4-nitro-pyrazol-1-yl)ethyl]-3-(2,2,2-trifluoroethyl)isoxazole FC1=NN(C=C1[N+](=O)[O-])C(C)C=1C(=NOC1)CC(F)(F)F